FC(OC1=NC=CC=C1C1=CN(C2=NC(=CC=C21)NC(=O)C2CC2)COCC[Si](C)(C)C)F N-[3-[2-(difluoromethoxy)pyridin-3-yl]-1-[[2-(trimethylsilyl)ethoxy]methyl]pyrrolo[2,3-b]pyridin-6-yl]cyclopropanecarboxamide